Cl.NCC1=CC=C(CN(C[C@@H]([C@H]([C@@H]([C@@H](CO)O)O)O)O)CCCCCC)C=C1 (2r,3r,4r,5s)-6-((4-(aminomethyl)benzyl)(hexyl)amino)hexane-1,2,3,4,5-penta-ol hydrochloride